OC=1C=C(C(=O)O)C=CC1.[Br] bromine 3-hydroxybenzoic acid